trifluoromethanesulfonyl-(trifluoromethyl)phosphonium FC(S(=O)(=O)[PH2+]C(F)(F)F)(F)F